[2,2'-bipyridine]-4,4'-dicarbonyl diazide N1=C(C=C(C=C1)C(=O)N=[N+]=[N-])C1=NC=CC(=C1)C(=O)N=[N+]=[N-]